ClC1=C(C(=CC=C1)F)N1CN(C2=NC(=NC=C2C1)S(=O)(=O)C)C 3-(2-chloro-6-fluorophenyl)-1-methyl-7-(methylsulfonyl)-2,3-dihydropyrimido[4,5-d]pyrimidine